12-(quinolin-3-yl)-5,6-dihydropyrimido[5',4':4,5]pyrrolo[2,1-a]isoquinoline-5,11-diamine N1=CC(=CC2=CC=CC=C12)C=1C2=C(N3C1C=1C=CC=CC1C(C3)N)N=CN=C2N